C(CCCCCCCCCCCCCCC)(=O)NCCCN palmitoamidopropylamine